9H-purine N1=CN=C2NC=NC2=C1